(6-isopropyl-3-methyl-1-cyclohexen-1-yl)(trimethyl)silane C(C)(C)C1CCC(C=C1[Si](C)(C)C)C